7-methyl-8-(3-(trifluoromethyl)phenyl)-6,7-dihydro-5H-benzo[7]annulene-3-carboxylic acid CC1CCC2=C(C=C1C1=CC(=CC=C1)C(F)(F)F)C=CC(=C2)C(=O)O